CS(=O)(=O)C1=CC=CO1 5-methansulfonylfuran